potassium thiocyanate (propiolate) C(C#C)(=O)O.[S-]C#N.[K+]